N-(6-chloro-1-tetrahydropyran-2-yl-indazol-5-yl)-1,1-diphenyl-methylamine ClC1=C(C=C2C=NN(C2=C1)C1OCCCC1)NC(C1=CC=CC=C1)C1=CC=CC=C1